(2S,4R)-1-((S)-2-(2-(3,9-diazaspiro[5.5]undec-3-yl)acetamido)-3,3-dimethylbutyryl)-4-hydroxy-N-(4-(4-methylthiazol-5-yl)benzyl)pyrrolidine-2-carboxamide C1CN(CCC12CCNCC2)CC(=O)N[C@H](C(=O)N2[C@@H](C[C@H](C2)O)C(=O)NCC2=CC=C(C=C2)C2=C(N=CS2)C)C(C)(C)C